5-bromo-N-cyclohexyl-2-pyridineamine-13C BrC=1C=C[13C](=NC1)NC1CCCCC1